C(C)(C)N(C(C)C)CCC1=CNC2=CC=C3C(=C12)N=C(O3)C N-isopropyl-N-(2-(2-methyl-6H-oxazolo[4,5-e]indol-8-yl)ethyl)propan-2-amine